N-((S)-2-((4-(4-hydroxytetrahydro-2H-pyran-4-yl)phenyl)amino)-1-((1r,4S)-4-methylcyclohexyl)-2-oxoethyl)-1-methyl-1H-pyrazole-5-carboxamide OC1(CCOCC1)C1=CC=C(C=C1)NC([C@H](C1CCC(CC1)C)NC(=O)C1=CC=NN1C)=O